C(C)(C)(C)C1=CC=C(C=C1)N(C(=O)[C@@H]1N(C[C@@H](C1)C)C(=O)OC(C)(C)C)C(C(=O)NC1CCCCC1)C=1C=NC=CC1 (2R,4R)-tert-butyl 2-((4-(tert-butyl)phenyl)(2-(cyclohexylamino)-2-oxo-1-(pyridin-3-yl)ethyl)carbamoyl)-4-methylpyrrolidine-1-carboxylate